C(C)(C)N1C(=NN=C1)C1=CC=CC(=N1)NC(=O)C=1NC(=CC1)C N-(6-(4-isopropyl-4H-1,2,4-triazol-3-yl)pyridin-2-yl)-5-methyl-1H-pyrrole-2-carboxamide